The molecule is a sphingoid that is sphingosine in which the two amino hydrogens are replaced by amino groups. It has a role as a metabolite and an EC 2.7.1.91 (sphingosine kinase) inhibitor. It is an aminodiol, a sphingoid and a tertiary amino compound. It derives from a sphingosine. CCCCCCCCCCCCC/C=C/[C@H]([C@H](CO)N(C)C)O